4-[[(7R)-1-[2-[(1S)-1-(2,2-difluoro-1,3-benzodioxol-5-yl)ethoxy]-6-fluoro-4-pyridinyl]-3-(trifluoromethyl)-4,5,6,7-tetrahydroindazol-7-yl]oxy]bicyclo[2.2.2]octane-1-carboxylic acid FC1(OC2=C(O1)C=CC(=C2)[C@H](C)OC2=NC(=CC(=C2)N2N=C(C=1CCC[C@H](C21)OC21CCC(CC2)(CC1)C(=O)O)C(F)(F)F)F)F